C(C)OC(\C=C(\CC1=C(C=C(C(=C1)F)F)F)/NC(C)=O)=O (Z)-3-acetamido-4-(2,4,5-trifluorophenyl)-2-butenoic acid ethyl ester